COC1=CC=C(C=N1)N1N=NC(=C1CO)C [1-(6-methoxypyridin-3-yl)-4-methyl-1H-1,2,3-triazol-5-yl]methanol